2-(cis-3-{5-[(1S)-1-amino-2,2-difluoroethyl]pyridin-2-yl}cyclobutyl)-7-methoxy[1,2,4]triazolo[1,5-c]quinazolin-5-amine N[C@H](C(F)F)C=1C=CC(=NC1)[C@H]1C[C@H](C1)C1=NN2C(=NC=3C(=CC=CC3C2=N1)OC)N